6-bromo-N-(3-chloro-4-{[1,2,4]triazolo[1,5-a]pyridin-7-yloxy}phenyl)-7-[2-(dimethylamino)ethoxy]quinazolin-4-amine BrC=1C=C2C(=NC=NC2=CC1OCCN(C)C)NC1=CC(=C(C=C1)OC1=CC=2N(C=C1)N=CN2)Cl